ClC=1C(=CC(=C(C1)C=1NC=2C=CN=C(C2C(C1)=O)C(=O)N)C)C1(CC2CC2C1)C 2-(5-chloro-2-methyl-4-(3-methylbicyclo[3.1.0]hexan-3-yl)phenyl)-4-oxo-1,4-dihydro-1,6-naphthyridine-5-carboxamide